Br[C@@H]1C[C@](C2=NC=CC=C21)(O)C2=CC(=CC=C2)Br (R,S)-5-Bromo-7-(3-bromophenyl)-6,7-dihydro-5H-cyclopenta[b]pyridin-7-ol